OC=1C(=C(C=CC1)NC1=NC=CC(=N1)N)C N2-(3-hydroxy-2-methylphenyl)-2,4-pyrimidinediamine